7'-((2-(methylamino)-1H-imidazol-1-yl)methyl)-2',3'-dihydro-1'H-spiro[cyclopropan-1,4'-isoquinolin]-1'-one CNC=1N(C=CN1)CC1=CC=C2C3(CNC(C2=C1)=O)CC3